C(OCCOCC(C)C)(OC1=CC=CC=C1)=O (2-isobutyloxyethyl) phenyl carbonate